CC1=C(C=C(C(=C1)C)C=1N=NC(=CC1)OC(C)C)NC(=O)C=1C=NN2C1C=CC(=C2)F N-[2,4-dimethyl-5-(6-propan-2-yloxypyridazin-3-yl)phenyl]-6-fluoropyrazolo[1,5-a]pyridine-3-carboxamide